C(C)(C)(C)N1N=C(N=C1)C1=C(C=C(C(=O)OC)C=C1)Cl methyl 4-(1-(tert-butyl)-1H-1,2,4-triazol-3-yl)-3-chlorobenzoate